(R)-4-nitrophenyl pentane-2-yl carbonate C(OC1=CC=C(C=C1)[N+](=O)[O-])(O[C@H](C)CCC)=O